2,3,5,6-tetrafluoro-para-hydroxybenzyl chloride (2S,3S,4S,5R,6S)-2-(methoxycarbonyl)-6-(2,3,5,6-tetrafluoro-4-(hydroxymethyl)phenoxy)tetrahydro-2H-pyran-3,4,5-triyl-triacetate COC(=O)[C@H]1O[C@H]([C@@H]([C@H]([C@@H]1CC(=O)O)CC(=O)O)CC(=O)O)OC1=C(C(=C(C(=C1F)F)CO)F)F.FC1=C(CCl)C(=C(C(=C1F)O)F)F